2-(4-(2-amino-2-oxoethoxy)phenyl)propionic acid methyl ester COC(C(C)C1=CC=C(C=C1)OCC(=O)N)=O